tert-butyl 2,2-bis(hydroxymethyl)morpholine-4-carboxylate OCC1(CN(CCO1)C(=O)OC(C)(C)C)CO